CN1N=C(C=C1)C1=NC2=C(C=NC(=C2)C(F)(F)F)N1C 1-methyl-3-(3-methyl-6-(trifluoromethyl)-3H-imidazo[4,5-c]pyridin-2-yl)-1H-pyrazole